N1(CCC1)C(C(C(C[C@H]1C(NCC1)=O)NC([C@H](CC(C)(C)C)NC(\C=C\C1=C(C=C(C=C1)Cl)Cl)=O)=O)=O)=O (2S)-N-(4-(azetidin-1-yl)-3,4-dioxo-1-((S)-2-oxopyrrolidin-3-yl)butan-2-yl)-2-((E)-3-(2,4-dichlorophenyl)acrylamido)-4,4-dimethylpentanamide